t-butyl 6-deutero-6-iodo-2-azaspiro[3.3]heptane-2-carboxylate [2H]C1(CC2(CN(C2)C(=O)OC(C)(C)C)C1)I